C(C=C)(=O)N1[C@@H](C[C@H](CC1)N1N=NC=2C(=NC=3C(=C(C(=CC3C21)C)C2=CC=C(C=C2)F)F)N2CC(C2)(C)N(C)C)CC#N ((2S,4S)-1-acryloyl-4-(4-(3-(dimethylamino)-3-methylazetidin-1-yl)-6-fluoro-7-(4-fluorophenyl)-8-methyl-1H-[1,2,3]triazolo[4,5-c]quinolin-1-yl)piperidin-2-yl)acetonitrile